ClC=1C=NC(=C(C(=O)NC2CCC(CC2)CN2C(N(C3=C2C=CC=C3)C=3C=C2C(=NN(C2=CC3)CCN3CCOCC3)C)=O)C1)C 5-chloro-2-methyl-N-((1r,4r)-4-((3-(3-methyl-1-(2-morpholinoethyl)-1H-indazol-5-yl)-2-oxo-2,3-dihydro-1H-benzo[d]imidazol-1-yl)methyl)cyclohexyl)nicotinamide